2,2-bis(4-(2-(3-methacryloyloxy-2-hydroxypropoxy)propyl)phenyl)propane tert-butyl-(S)-3-(4-(3,4-dichloro-2-fluorophenoxy)quinazolin-6-yl)piperidine-1-carboxylate C(C)(C)(C)OC(=O)N1C[C@@H](CCC1)C=1C=C2C(=NC=NC2=CC1)OC1=C(C(=C(C=C1)Cl)Cl)F.C(C(=C)C)(=O)OCC(COC(CC1=CC=C(C=C1)C(C)(C)C1=CC=C(C=C1)CC(C)OCC(COC(C(=C)C)=O)O)C)O